tert-butyl N-[(3R)-7-(5-tert-butyl-1,2,4-oxadiazol-3-yl)-5-[[4-(cyclopentoxy)phenyl]methyl]-8-fluoro-4-oxo-2,3-dihydro-1,5-benzothiazepin-3-yl]carbamate C(C)(C)(C)C1=NC(=NO1)C=1C(=CC2=C(N(C([C@H](CS2)NC(OC(C)(C)C)=O)=O)CC2=CC=C(C=C2)OC2CCCC2)C1)F